C1(CC1)C=1SC2=C(N(C(N(C2=O)C=2C=NC(=CC2)F)=O)C2=CC=C(C=C2)OC(F)F)N1 2-cyclopropyl-4-(4-(difluoromethoxy)phenyl)-6-(6-fluoropyridin-3-yl)thiazolo[4,5-d]pyrimidine-5,7(4H,6H)-dione